3-oxo-3-(p-tolyl)-N-tosylpropionamide O=C(CC(=O)NS(=O)(=O)C1=CC=C(C)C=C1)C1=CC=C(C=C1)C